COC(CNCC1CC1)OC N-(2,2-dimethoxyethyl)cyclopropanemethylamine